OC1=C(C=NNC(C2=CC=C(C=C2)C(=C(C2=CC=CC=C2)C2=CC=CC=C2)C2=CC=CC=C2)=O)C=CC=C1OC N'-(2-hydroxy-3-methoxybenzylidene)-4-(1,2,2-triphenylvinyl)benzoylhydrazine